NC1=CC2=C(OCCN2C(=O)N2CCC(CC2)(F)F)C=C1 (6-amino-2,3-dihydro-4H-benzo[b][1,4]oxazin-4-yl)(4,4-difluoropiperidin-1-yl)methanone